C(CCCCCCC\C=C/C\C=C/C\C=C/CC)(=O)OCCCCCCCCCCCCCCC(=O)O 15-(((9Z,12Z,15Z)-octadeca-9,12,15-trienoyl)oxy)-pentadecanoic acid